1,3-bis[3-(3-maleimidophenoxy)phenoxy]benzene C1(C=CC(N1C=1C=C(OC=2C=C(OC3=CC(=CC=C3)OC3=CC(=CC=C3)OC3=CC(=CC=C3)N3C(C=CC3=O)=O)C=CC2)C=CC1)=O)=O